ClS1C=CC2=C1C=CC=C2 1-chloro[1]benzothiophene